C(C)(C)(C)OC(CCCCCCCN1C(=CC=2C1=NC(=CC2)/C=N/S(=O)C(C)(C)C)C2=NC1=C(N2C)C(=CC(=C1)C(=O)OC)OC)=O methyl (E)-2-(1-(8-(tert-butoxy)-8-oxooctyl)-6-(((tert-butylsulfinyl)imino)methyl)-1H-pyrrolo[2,3-b]pyridin-2-yl)-7-methoxy-1-methyl-1H-benzo[d]imidazole-5-carboxylate